[N+](=O)([O-])C1=CC=C(C=C1)N1CC(C1)N1CCN(CC1)C(=O)OC(C)(C)C tert-butyl 4-(1-(4-nitrophenyl)azetidin-3-yl)piperazine-1-carboxylate